tertbutyl (26-amino-3,6,9,12,15,18,21,24-octaoxahexacosyl)carbamate NCCOCCOCCOCCOCCOCCOCCOCCOCCNC(OC(C)(C)C)=O